4,5-di-chloro-2-((9-oxo-9H-fluoren-2-yl)carbamoyl)benzoic acid ClC1=CC(=C(C(=O)O)C=C1Cl)C(NC1=CC=2C(C3=CC=CC=C3C2C=C1)=O)=O